(R)-1-(1-(2-aminothiazol-5-yl)-2-(4-(trifluoromethyl)piperidin-1-yl)ethyl)-5,5-difluorotetrahydropyrimidin-2(1H)-one NC=1SC(=CN1)[C@@H](CN1CCC(CC1)C(F)(F)F)N1C(NCC(C1)(F)F)=O